5-(2-bromoethoxy)-2-(3-methanesulfonyloxetan-3-yl)pyrimidine BrCCOC=1C=NC(=NC1)C1(COC1)S(=O)(=O)C